monomethyl-monooleyl-ammonium chloride [Cl-].C[NH2+]CCCCCCCC\C=C/CCCCCCCC